2-chloro-1,3-dimethylimidazolidinium hexafluorophosphate F[P-](F)(F)(F)(F)F.ClC1[NH+](CCN1C)C